FC1=C(NC2=C(C=3C(C4=CC=CC=C4C(C3C(=C2NC2=C(C(=CC(=C2F)F)F)F)F)=O)=O)F)C(=C(C=C1F)F)F 2,3-bis(2,3,5,6-tetrafluoroanilino)-1,4-difluoroanthraquinone